1-(2,6-dichlorophenyl)-4-((5-(3-hydroxyazetidine-1-carbonyl)pyridin-2-yl)amino)-1H-pyrazole-3-carboxamide ClC1=C(C(=CC=C1)Cl)N1N=C(C(=C1)NC1=NC=C(C=C1)C(=O)N1CC(C1)O)C(=O)N